C(C(=C)C)(=O)NCCC[N+](CCC(C)S(=O)(=O)O)(C)C [3-(methacryloylamino)propyl]dimethyl(3-sulfobutyl)ammonium